COC1=C(N(C2=CC(=C(C=C2C1=O)OC)OC)C)C1=CC=C(C=C1)OCCCN1CCCCC1 3,6,7-trimethoxy-1-methyl-2-(4-(3-(piperidin-1-yl)propoxy)phenyl)quinolin-4(1H)-one